O=C1NC(CCC1N1NC2=CC(=CC=C2C1=O)C(=O)N[C@@H]1CCOC2=C(C=CC=C12)C)=O 2-(2,6-dioxopiperidin-3-yl)-N-((R)-8-methylchroman-4-yl)-3-oxo-2,3-dihydro-1H-indazole-6-carboxamide